COC=1C=CC2=C(N=CN=C2O)N1 7-methoxypyrido[2,3-d]pyrimidin-4-ol